triaminocrotonic acid NC(/C=C/C(=O)O)(N)N